2,2,2-Trifluoroethyl 2-oxo-2-[rac-(2R,5S)-5-methyl-2-[5-(trifluoromethyl)-3-pyridyl]-1-piperidyl]acetate 2,2,2-Trifluoroethyl-2-chloro-2-oxo-acetate FC(COC(C(=O)Cl)=O)(F)F.O=C(C(=O)OCC(F)(F)F)N1[C@H](CC[C@@H](C1)C)C=1C=NC=C(C1)C(F)(F)F |r|